ClC=1C=C(C2=C(OCCO2)C1)N1C(CNCC1)O 7-Chloro-5-(2-hydroxypiperazin-1-yl)-2,3-dihydro-1,4-benzodioxine